C1(=CC=CC=C1)C=1C(=NON1)C(=O)O 4-phenyl-1,2,5-oxadiazolecarboxylic acid